CSCOC12CC3(CC(CC(C1)C3)C2)NC(OCC2=CC=CC=C2)=O benzyl (3-((methylthio)methoxy) adamantan-1-yl)carbamate